3-acetoxymethyl-3-butenal Diethyl Acetal C(C)OC(CC(=C)COC(C)=O)OCC